NC1=NC=C(C=N1)C(=O)NC1=NC=2C(=C(C=CC2C=2N1CCN2)OCCCN2CCN(CC2)C(=O)OC2=CC(=C(C=C2)CC(=O)OC(C)(C)C)F)OC 4-(2-tert-butoxy-2-oxoethyl)-3-fluorophenyl 4-(3-(5-(2-aminopyrimidine-5-carboxamido)-7-methoxy-2,3-dihydroimidazo[1,2-c]quinazolin-8-yloxy)propyl)piperazine-1-carboxylate